CC(C)C=1N=COC1C(=O)N1CCCCC1 1-{[4-(propan-2-yl)-1,3-oxazol-5-yl]carbonyl}piperidin